CS(=O)(=O)OC[C@@H](CC1=CC(=NN1C(C)C)C(F)(F)F)C (R)-3-(1-isopropyl-3-(trifluoromethyl)-1H-pyrazol-5-yl)-2-methylpropyl methanesulfonate